[Si](C1=CC=CC=C1)(C1=CC=CC=C1)(C(C)(C)C)OCC[C@H](CCl)O (2R)-4-[tert-butyl(diphenyl)silyl]oxy-1-chloro-butan-2-ol